C(C)(C)(C)NS(=O)(=O)C1=CC(=CC=C1)NC1=NC(=NC=C1C)NC1=CC=C(C=C1)N1CCC(CC1)N(C)CC=1C=C2CN(C(C2=CC1)=O)C1C(NC(CC1)=O)=O N-(tert-butyl)-3-((2-((4-(4-(((2-(2,6-dioxopiperidin-3-yl)-1-oxoisoindoline-5-yl)methyl)(methyl)amino)piperidin-1-yl)phenyl)amino)-5-methylpyrimidin-4-yl)amino)benzenesulfonamide